C(C1=CC=CC=C1)OCCCN(CCC1(C(C(=C(C=C1)Br)C)N)N)C 1-(2-{[3-(benzyloxy)propyl](methyl)amino}ethyl)-4-bromo-3-methylbenzene-1,2-diamine